CN(C(CCCCCCCCC)CCCCCCCCC\C=C/CCCCCC)C (20Z)-N,N-dimethylheptacos-20-en-10-amine